N-n-tridecanoyl-isoleucine C(CCCCCCCCCCCC)(=O)N[C@@H]([C@@H](C)CC)C(=O)O